CN(S(=O)(=O)C=1C=C(C=CC1)NC(=O)C1C(=NN(C1=O)C1=CC=CC=C1)C)C N-(3-(N,N-dimethylsulfamoyl)phenyl)-3-methyl-5-oxo-1-phenyl-4,5-dihydro-1H-pyrazole-4-carboxamide